Indazole-3-carboxamide hydrochloride Cl.N1N=C(C2=CC=CC=C12)C(=O)N